BrC(C=1OC(=NN1)C=CC1=CC=CC=C1)(Br)Br 2-tribromomethyl-5-styryl-1,3,4-oxadiazole